N-[(3-chlorophenyl)methyl]-1-[5-(2-methoxy-5-methylpyridin-4-yl)-1H-pyrazole-3-carbonyl]piperidine-4-carboxamide ClC=1C=C(C=CC1)CNC(=O)C1CCN(CC1)C(=O)C1=NNC(=C1)C1=CC(=NC=C1C)OC